5-((4-(4-amino-3-(4-phenoxyphenyl)-1H-pyrazolo[3,4-d]pyrimidin-1-yl)piperidin-1-yl)methyl)-2-(2,6-dioxopiperidin-3-yl)-6-fluoroisoindoline-1,3-dione NC1=C2C(=NC=N1)N(N=C2C2=CC=C(C=C2)OC2=CC=CC=C2)C2CCN(CC2)CC=2C=C1C(N(C(C1=CC2F)=O)C2C(NC(CC2)=O)=O)=O